C(CCCCCCCC)N(CCN(CCO)CCCCCCCCC)CCCCCCCCC 2-((2-(Dinonylamino)ethyl)(nonyl)amino)ethan-1-ol